N-n-undecanoyl-lysine C(CCCCCCCCCC)(=O)N[C@@H](CCCCN)C(=O)O